C[C@]1(CC[C@@H]2[C@H]3CC[C@@]4([C@H](CC[C@H]4[C@@H]3CC[C@@H]2C1)C1(COC1)CN1N=CC=N1)C)O (3R,5R,8R,9R,10S,13S,14S,17S)-3,13-dimethyl-17-[3-(triazol-2-ylmethyl)oxetan-3-yl]-2,4,5,6,7,8,9,10,11,12,14,15,16,17-tetradecahydro-1H-cyclopenta[a]phenanthren-3-ol